(S)-1-(2-((2-(4-Bromo-2-chloro-6-fluorophenyl)-6-fluoro-5-methyl-1H-benzo[d]imidazole-1-yl)methyl)morpholino)ethan-1-one BrC1=CC(=C(C(=C1)F)C1=NC2=C(N1C[C@@H]1OCCN(C1)C(C)=O)C=C(C(=C2)C)F)Cl